3-(prop-2-yn-1-yloxy)propyl 4-methylbenzene-1-sulfonate CC1=CC=C(C=C1)S(=O)(=O)OCCCOCC#C